C1=C(C=CC=2CC3=CC=CC=C3CC12)[S+](C1=CC=CC=C1)C1=CC=CC=C1 9,10-dihydro-anthracene-2-yldiphenylsulfonium